[4-[5-(2,2-dimethylpropyl)-1,2,4-oxadiazol-3-yl]phenyl]-(4-oxazolo[4,5-b]pyridin-2-ylpiperazin-1-yl)methanone CC(CC1=NC(=NO1)C1=CC=C(C=C1)C(=O)N1CCN(CC1)C=1OC=2C(=NC=CC2)N1)(C)C